CN1N=C(C(=C1)C)C 1,3,4-trimethyl-1H-pyrazole